NC=1C=C(C=C2C=CC(=NC12)CNCCN(C)C)Cl N1-((8-amino-6-chloroquinolin-2-yl)methyl)-N2,N2-dimethylethane-1,2-diamine